O=C1C(C(C2=CC(=CC=C12)C(=O)C=1C=C2C(C(C(C2=CC1)=O)C(CC)=O)=O)=O)C(CC)=O 5-(1,3-dioxo-2-propanoyl-2,3-dihydro-1H-indene-5-carbonyl)-2-propanoyl-2,3-dihydro-1H-indene-1,3-dione